N-(7-bromo-8-chloro-6-(4-methylpyridin-3-yl)isoquinolin-3-yl)cyclopropanecarboxamide BrC1=C(C=C2C=C(N=CC2=C1Cl)NC(=O)C1CC1)C=1C=NC=CC1C